3-((tert-Butoxyformyl)(methyl)amino)thiophene-2-carboxylic acid C(C)(C)(C)OC(=O)N(C1=C(SC=C1)C(=O)O)C